2-((((9H-Fluoren-9-yl)methoxy)carbonyl)amino)-3-(3-iodo-4-(methoxy-methoxy)phenyl)propionic acid C1=CC=CC=2C3=CC=CC=C3C(C12)COC(=O)NC(C(=O)O)CC1=CC(=C(C=C1)OCOC)I